(E)-2-methyl-3-(4-(5-fluoro-6-cyanopyridin-3-yl)thiophen-2-yl)acrylic acid C/C(/C(=O)O)=C\C=1SC=C(C1)C=1C=NC(=C(C1)F)C#N